ClC=1CN(C=CC1NC(C(C)(SC)C)=O)C=1C=NC=CC1 N-(3-chloro-1-(pyridin-3-yl)-1H-pyridin-4-yl)-2-methyl-2-(methylthio)propanamide